ClC=1C=C2C(=NC1)[C@@]1([C@H]([C@H]([C@](O2)(C1=O)C1=CC=C(C=C1)C(F)(F)F)C1=CC=CC=C1)C(=O)OC)O |r| rac-methyl (6R,7S,8S,9R)-3-chloro-9-hydroxy-10-oxo-7-phenyl-6-(4-(trifluoromethyl)phenyl)-6,7,8,9-tetrahydro-6,9-methanooxepino[3,2-b]pyridine-8-carboxylate